ClC1=NC=CC(=C1C#N)NC1=CC2=C(N(C(N2CC[C@H]2N=C([C@@H](N=C2OC)C(C)C)OC)=O)C)C=C1 2-chloro-4-[[3-[2-[(2R,5S)-5-isopropyl-3,6-dimethoxy-2,5-dihydropyrazin-2-yl]ethyl]-1-methyl-2-oxo-benzimidazol-5-yl]amino]pyridine-3-carbonitrile